O\N=C(/N)\C1=CC=C2C(=N1)N(N=C2C2=NC(=NC=C2C(F)(F)F)N[C@@H]2CN(CCC2)C(=O)OC(C)(C)C)C2OCCCC2 Tert-butyl (3S)-3-[[4-[6-[(Z)-N'-hydroxycarbamimidoyl]-1-tetrahydropyran-2-yl-pyrazolo[3,4-b]pyridin-3-yl]-5-(trifluoromethyl)pyrimidin-2-yl]amino]piperidine-1-carboxylate